C(CCCCC)C=1N=NC=CC1 hexylpyridazine